CC1=CC=C(C=C1)S(=O)(=O)OC[C@@H]1CN(CCO1)C(=O)OC(C)(C)C tert-butyl (2S)-2-({[(4-methylphenyl)sulfonyl]oxy}methyl)morpholine-4-carboxylate